CS(=O)(=O)OC1=CC(=CC=C1)OCC1=CC=CC=C1 [3-(benzyloxy) phenyl] methanesulfonate